(Z)-1-(3-(((3-(diethylamino)propoxy)carbonyl)oxy)-2-(((5-(heptadecan-9-yloxy)-5-oxopentanoyl)oxy)methyl)propyl) 9-(non-2-en-1-yl) nonanedioate C(CCCCCCCC(=O)OCC=CCCCCCC)(=O)OCC(COC(=O)OCCCN(CC)CC)COC(CCCC(=O)OC(CCCCCCCC)CCCCCCCC)=O